1-(Benzenesulfonyl)-5-(3,4-difluorophenyl)-7-iodo-6-tetrahydropyran-4-yl-pyrrolo[2,3-f]indazole C1(=CC=CC=C1)S(=O)(=O)N1N=CC2=CC3=C(C=C12)C(=C(N3C3=CC(=C(C=C3)F)F)C3CCOCC3)I